8-bromo-1-phenyl-2-(trifluoromethyl)-3H-cyclopenta[c]quinolin-3-one BrC1=CC=2C3=C(C=NC2C=C1)C(C(=C3C3=CC=CC=C3)C(F)(F)F)=O